N,N-dimethyl-N-butyl-N-ethyl-ammonium methacrylate bromide [Br-].C(C(=C)C)(=O)[O-].C[N+](CC)(CCCC)C.C[N+](C)(CCCC)CC